C(C)SC1=C(C=CC(=C1)C(F)(F)F)C=1N(C(=CN1)C=CI)C 2-(2-(ethylsulfanyl)-4-(trifluoromethyl)phenyl)-5-(2-iodovinyl)-1-methyl-1H-imidazole